C(C)(=O)N(C(C)=O)[SiH2]N(C(C)=O)C(C)=O bis(diacetylamino)silane